nickel-titanium copper [Cu].[Ti].[Ni]